4-(2,6-dihydroxyphenyl)phenylboronic acid pinacol ester OC1=C(C(=CC=C1)O)C1=CC=C(C=C1)B1OC(C)(C)C(C)(C)O1